(2r,3ar,5s,6as)-2-(6-chloro-1H-indazol-4-yl)octahydropentalene-2,5-diol ClC1=CC(=C2C=NNC2=C1)C1(C[C@@H]2CC(C[C@@H]2C1)O)O